C(#N)[C@H](CC)NC(C1=CC=C(C=C1)C1=NC(=NC=C1C)NC=1C=NN(C1)[C@@H](C(F)(F)F)C)=O |o1:26| N-((S)-1-Cyanopropyl)-4-(5-methyl-2-((1-((R*)-1,1,1-trifluoropropan-2-yl)-1H-pyrazol-4-yl)amino)pyrimidin-4-yl)benzamide